C(C)(C)(C)N(C(O)=O)C1CC(CCC1)C=O.ClC1=C(C(=O)NC2=C3C=NN(C3=CC=C2)C2=CC(=NC(=C2)C)C)C=C(C=C1)CNC(=O)C1CCCC1 2-Chloro-5-{[(cyclopentylcarbonyl)amino]methyl}-N-[1-(2,6-dimethylpyridin-4-yl)-1H-indazol-4-yl]benzamide tert-butyl-(3-formylcyclohexyl)carbamate